FormAmidine C(=N)N